N-(2-(4'-((2-methoxyethoxy)methyl)-[1,1'-biphenyl]-4-yl)propan-2-yl)-1,4-diazabicyclo[3.2.2]nonane-4-carboxamide COCCOCC1=CC=C(C=C1)C1=CC=C(C=C1)C(C)(C)NC(=O)N1CCN2CCC1CC2